ClC1=CN=CC(=N1)O[C@@H]1C[C@H](CC1)C#N |r| rac-(1S,3S)-3-((6-chloropyrazin-2-yl)oxy)cyclopentane-1-carbonitrile